ClC=1C=C(C(=NC1)OC)S(=O)(=O)NC=1C(=C(C(=CC1)F)C=1C=CC=2N(C1OC)C=NC2C(=O)NC)F 6-[3-(5-chloro-2-methoxypyridine-3-sulfonamido)-2,6-difluorophenyl]-5-methoxy-N-methylimidazo[1,5-a]pyridine-1-carboxamide